C(C)(C)(C)C1=C2C(=NN(C2=CC=C1NC(=O)C=1C(=NC2=CC=CC=C2C1)N1CCC(CCC1)(F)F)C(=O)OC(CCCN(C)C)NC)N(C(=O)OC(C)(C)C)C(=O)OC(C)(C)C 2-(2-dimethylaminoethyl)methylaminoethanol tert-butyl-3-(bis(tert-butoxycarbonyl)amino)-5-(2-(4,4-difluoroazepan-1-yl)quinoline-3-carboxamido)-1H-indazole-1-carboxylate